N-(3-bromo-5-fluorophenyl)-8-chloro-7-fluoro-N-methyl-[1,2,4]triazolo[4,3-a]quinazolin-5-amine BrC=1C=C(C=C(C1)F)N(C1=NC=2N(C3=CC(=C(C=C13)F)Cl)C=NN2)C